C(C)(=O)C=1C(=C(C=CC1)C(C1=CC=CC=C1)N)C(C)=O diacetyl-amino-diphenyl-methane